C1=CC(=C(N=C1)[N+](=O)[O-])C(=O)O Nitronicotinic acid